1,1,1-trifluoro-2-methylpropan-2-yl (3R)-4-(2'-ethoxy-6-{[(3R)-pyrrolidin-3-yl]carbamoyl}-[2,3'-bipyridin]-5-yl)-3-ethylpiperazine-1-carboxylate C(C)OC1=NC=CC=C1C1=NC(=C(C=C1)N1[C@@H](CN(CC1)C(=O)OC(C(F)(F)F)(C)C)CC)C(N[C@H]1CNCC1)=O